BrC1=CC=C2C(=NN(C2=C1)CC(C(=O)OC(C(F)(F)F)C(F)(F)F)(C)C)C1=CC=CC=C1 1,1,1,3,3,3-Hexafluoropropan-2-yl 3-(6-bromo-3-phenyl-1H-indazol-1-yl)-2,2-dimethylpropanoate